1-[4-(1,3-benzothiazol-2-yl)phenyl]-1H-1,2,3-benzotriazole S1C(=NC2=C1C=CC=C2)C2=CC=C(C=C2)N2N=NC1=C2C=CC=C1